4-bromo-2,6-dimethoxybenzoic acid BrC1=CC(=C(C(=O)O)C(=C1)OC)OC